4-[6-[3-(6-methyl-2-pyridyl)-1H-pyrazol-4-yl]-1,5-naphthyridin-3-yl]cyclohex-3-en-1-amine CC1=CC=CC(=N1)C1=NNC=C1C=1N=C2C=C(C=NC2=CC1)C1=CCC(CC1)N